Ethyl (2S)-2-({ethyl[(4-nitrophenyl)methyl]carbamoyl}amino)-4-(methylsulfanyl)butanoate C(C)N(C(=O)N[C@H](C(=O)OCC)CCSC)CC1=CC=C(C=C1)[N+](=O)[O-]